aluminum trifluoride [F-].[F-].[F-].[Al+3]